(E)-6-((4-bromo-2-methoxyphenyl)diazenyl)-8-methoxy-2H-chromene BrC1=CC(=C(C=C1)/N=N/C=1C=C2C=CCOC2=C(C1)OC)OC